C1(CCCCC1)S(=O)(=O)N1[C@@H](CCCC1)C=1NC(=CN1)C1=CC=CC=C1 (S)-1-(Cyclohexylsulfonyl)-2-(5-phenyl-1H-imidazol-2-yl)piperidine